CN1N=CN=C1CC#N 2-(1-methyl-1H-1,2,4-triazol-5-yl)acetonitrile